2-(2,3-difluorophenyl)acetic acid FC1=C(C=CC=C1F)CC(=O)O